1,3-diethyltetramethyldisiloxane C(C)[Si](O[Si](CC)(C)C)(C)C